BrC=1C(=C(C=C(C1)C)C(C)=O)O 1-(3-Bromo-2-hydroxy-5-methylphenyl)ethan-1-one